Cl.Cl.N[C@H](C(=O)OC(C(=O)N(C)C)C(C)C)CC1=CC(=CC=C1)S(=O)(=O)N1CC(C1)(OC=1C=NC(=CC1)C)C1=CC=C(C=C1)F 1-(Dimethylamino)-3-methyl-1-oxobutan-2-yl (2S)-2-amino-3-[3-({3-(4-fluorophenyl)-3-[(6-methylpyridin-3-yl)oxy]azetidin-1-yl}sulfonyl)phenyl]propanoate dihydrochloride